N-(3,4-difluorophenyl)-1,2-dimethyl-9-oxo-2,4a,5,6,7,7a,8,9-octahydrodipyrrolo[3,4-b:3',4'-f][1,4]oxazepine-3-carboxamide FC=1C=C(C=CC1F)NC(=O)C=1N(C(=C2C(NC3C(OC21)CNC3)=O)C)C